6-chloro-5-methoxy-1-(tetrahydro-2H-pyran-2-yl)-4-(4,4,5,5-tetramethyl-1,3,2-dioxaborolan-2-yl)-1H-indazole ClC1=C(C(=C2C=NN(C2=C1)C1OCCCC1)B1OC(C(O1)(C)C)(C)C)OC